1-(4-(2-ethyl-6-(4-fluorophenyl)-2H-indazol-3-yl)piperazin-1-yl)prop-2-en-1-one C(C)N1N=C2C=C(C=CC2=C1N1CCN(CC1)C(C=C)=O)C1=CC=C(C=C1)F